C(C1=CC=CC=C1)NC1CCC(CC1)NC(OC(C)(C)C)=O tert-Butyl ((1r,4r)-4-(benzylamino)cyclohexyl)carbamate